OB1OCC2=C1C=C(C=C2)CN (1-hydroxy-3H-2,1-benzoxaborole-6-yl)methylamine